4-[1-(Benzocyclobutene-2-yl)ethyl]-1H-imidazole C1=C(C2=C1C=CC=C2)C(C)C=2N=CNC2